N-(chroman-2-ylmethyl)-1-(3-(4-methoxyphenyl)-1,2,4-oxadiazol-5-yl)piperidine-4-carboxamide O1C(CCC2=CC=CC=C12)CNC(=O)C1CCN(CC1)C1=NC(=NO1)C1=CC=C(C=C1)OC